tert-butyl ((7-(4-(dimethylcarbamoyl)piperazin-1-yl)-3-(5-methyl-1,3,4-thiadiazol-2-yl)pyrazolo[1,5-a]pyridin-5-yl)sulfonyl)(1-methylcyclopropyl)carbamate CN(C(=O)N1CCN(CC1)C1=CC(=CC=2N1N=CC2C=2SC(=NN2)C)S(=O)(=O)N(C(OC(C)(C)C)=O)C2(CC2)C)C